(3R)-3-{5-methyl-2-[trans-4-(trifluoromethyl)cyclohexyl]pyrazolo[1,5-a]pyrimidin-7-yl}-1-(propan-2-yl)piperidine CC1=NC=2N(C(=C1)[C@H]1CN(CCC1)C(C)C)N=C(C2)[C@@H]2CC[C@H](CC2)C(F)(F)F